NCC=1C=NC(=NC1)C1=C(C=C(C#N)C=C1)OC1=NC(=NC(=C1)N1CCOCC1)C 4-[5-(aminomethyl)pyrimidin-2-yl]-3-(2-methyl-6-morpholin-4-ylpyrimidin-4-yl)oxybenzonitrile